BrC1=C(C=C2CCN3C(C2=C1)=C(N=C3C(=O)N3[C@](CCC3)(C#N)C)C3CC(C3)(F)F)OC (R)-1-(9-bromo-1-(3,3-difluorocyclobutyl)-8-methoxy-5,6-dihydroimidazo[5,1-a]isoquinoline-3-carbonyl)-2-methylpyrrolidine-2-carbonitrile